N-chroman-8-yl-8-methoxy-2-tetrahydropyran-4-yl-imidazo[1,2-a]pyrazine-6-carboxamide O1CCCC2=CC=CC(=C12)NC(=O)C=1N=C(C=2N(C1)C=C(N2)C2CCOCC2)OC